FC=1C=C2C=NC(=NC2=CC1)N[C@H]1CN(CC1)C(=O)C1=CC(=C(C=C1)NC(C=C)=O)C (R)-N-(4-(3-((6-fluoroquinazolin-2-yl)amino)pyrrolidine-1-carbonyl)-2-methylphenyl)acrylamide